4,4-dichloro-(1,1-biphenyl)-3,3-diol ClC1(C(C=C(C=C1)C1=CC=CC=C1)(O)O)Cl